5-chloro-N-(4-(4-methylpiperazin-1-yl)phenyl)-4-(quinazolin-7-yl)pyrimidin-2-amine ClC=1C(=NC(=NC1)NC1=CC=C(C=C1)N1CCN(CC1)C)C1=CC=C2C=NC=NC2=C1